(1S,3S)-3-(4-(5-chloro-3-(((cyclopentyl(methyl)carbamoyl)oxy)methyl)thiophen-2-yl)-2-Methyl fluorophenoxy)cyclohexane-1-carboxylate ClC1=CC(=C(S1)C1=C(C(=C(O[C@@H]2C[C@H](CCC2)C(=O)[O-])C=C1)C)F)COC(N(C)C1CCCC1)=O